COP(=O)(O)O The molecule is a monoalkyl phosphate having methyl as the alkyl group. It has a role as an epitope, a phosphoantigen and an algal metabolite. It is a monoalkyl phosphate and a one-carbon compound. It is a conjugate acid of a methyl phosphate(2-).